Tri(trimethylsilyl)arsine C[Si](C)(C)[As]([Si](C)(C)C)[Si](C)(C)C